7-((4-methoxybenzyl)(methyl)amino)pyrazolo[1,5-a]Pyrimidine-3-carboxamide COC1=CC=C(CN(C2=CC=NC=3N2N=CC3C(=O)N)C)C=C1